C(#N)N1[C@@H](CCC1)C(=O)N1CCC2=C(C=C(C=C12)C(=O)NC)C1=CNC2=NC=CC=C21 1-(cyano-L-prolyl)-N-methyl-4-(1H-pyrrolo[2,3-b]pyridin-3-yl)indoline-6-carboxamide